ClC1=CC(=C(C(=C1)O)C1=NN=C(C2=CC=CC=C12)NC[C@@H](CO)O)F (2S)-3-[[4-(4-chloro-2-fluoro-6-hydroxy-phenyl)phthalazin-1-yl]amino]propane-1,2-diol